2-(3-chloro-4-(4-(1-methylcyclopropoxy)-1-((4-methylpyridin-2-yl)methyl)-1H-imidazo[4,5-c]pyridin-2-yl)phenoxy)-N,N-dimethylethan-1-amine ClC=1C=C(OCCN(C)C)C=CC1C=1N(C2=C(C(=NC=C2)OC2(CC2)C)N1)CC1=NC=CC(=C1)C